C(C)(C)(C)OC(NC1CC2CCC(C1)N2)=O tert-butyl((exo)-8-azabicyclo[3.2.1]octan-3-yl)carbamate